ClC1=C(C(=O)NCC=2C=NC(=CC2)N2CC(NCC2)=O)C(=CC=C1)Cl 2,6-dichloro-N-((6-(3-oxopiperazin-1-yl)pyridin-3-yl)methyl)benzamide